N1,N1'-(ethane-1,2-diyl)bis(N1,N2,N2-trimethylethane-1,2-diamine) C(CN(CCN(C)C)C)N(CCN(C)C)C